BrC=1C=CC=2N(C3=CC=C(C=C3C2C1)Br)CCC(=O)OC Methyl 3-(3,6-dibromo-9H-carbazol-9-yl)propionate